N-(2-amino-4-((4-(trifluoromethoxy)benzyl)amino)phenyl)pent-4-ynamide NC1=C(C=CC(=C1)NCC1=CC=C(C=C1)OC(F)(F)F)NC(CCC#C)=O